BrC1=C(C(=CC(=C1)Br)Br)OCC(=C)C 1,3,5-tribromo-2-(2-methylallyloxy)benzene